BrC1=CC(=NC=C1)N1C[C@@H](OCC1)CO [(2R)-4-(4-bromo-2-pyridyl)morpholin-2-yl]methanol